(2r,3s)-1,4-bis(2-thiazol-2-ylpropylthio)butane-2,3-diol S1C(=NC=C1)C(CSC[C@@H]([C@@H](CSCC(C)C=1SC=CN1)O)O)C